N-(3-chloro-4-fluorophenyl)-N-methyl-1-(6-methyl-4-trifluoromethylpyridin-2-yl)-2-morpholino-4,5-dihydro-1H-imidazole-5-carboxamide ClC=1C=C(C=CC1F)N(C(=O)C1CN=C(N1C1=NC(=CC(=C1)C(F)(F)F)C)N1CCOCC1)C